C(C)(C)(C)C=1C=C(C=C(C1O)C(C)(C)C)C(C(=O)ON1C(CCCC1(C)C)(C)C)C 1-[2-(3,5-di-t-butyl-4-hydroxyphenyl)propionyloxy]-2,2,6,6-tetramethylpiperidine